[N+](=O)([O-])C=1C=C(CNC(OC2=CC(=NC=3N2N=CC3C(C)C)N[C@@H]3CNC(CC3)(C)C)=O)C=CC1 (S)-(5-((6,6-dimethylpiperidin-3-yl)amino)-3-isopropylpyrazolo[1,5-a]pyrimidin-7-yl) (3-nitrobenzyl)carbamate